C1(CC1)C1=CC=C(C=N1)CN1C2CN(CC1C2)C2=CC=C(C=N2)C=2C=1N(C=C(C2)C#CC(C)(C)O)N=CC1C#N 4-(6-(6-((6-cyclopropylpyridin-3-yl)methyl)-3,6-diazabicyclo[3.1.1]heptan-3-yl)pyridin-3-yl)-6-(3-hydroxy-3-methylbut-1-yn-1-yl)pyrazolo[1,5-a]pyridine-3-carbonitrile